C(C1=CC=CC=C1)OC1=C(C(=O)N2CC3=C(C=CC=C3CC2)NC=2C=C(C(=O)N)C=CC2)C(=CC(=C1)O)O 3-((2-(2-(Benzyloxy)-4,6-dihydroxybenzoyl)-1,2,3,4-tetrahydro-isoquinolin-8-yl)amino)benzamide